CC=1SC=CC1C1=CNC(C2=CC(=CC=C12)OCC(=O)N)=O 2-((4-(2-methylthiophen-3-yl)-1-oxo-1,2-dihydroisoquinolin-7-yl)oxy)acetamide